4-hydroxy-1,3-dihydro-2H-isoindole-2-carboxylic acid tert-butyl ester C(C)(C)(C)OC(=O)N1CC2=CC=CC(=C2C1)O